C(C=C)(=O)O[NH+]1CCCC1 acryloyloxy-pyrrolidinium